CC1CC(C(CO1)O)=C 6-methyl-4-methylenetetrahydro-2H-pyran-3-ol